tert-butyl (R)-(8-fluoro-4-oxo-7-(2-pivalylhydrazine-1-carbonyl)-2,3,4,5-tetrahydrobenzo[b][1,4]thiazepin-3-yl)carbamate FC=1C(=CC2=C(SC[C@@H](C(N2)=O)NC(OC(C)(C)C)=O)C1)C(=O)NNC(C(C)(C)C)=O